C1(CCCC1)N1[C@@H](C(N(C=2C=NC(=NC12)NC1=C(C=C(C=C1)C=1SC(=NN1)CN1C[C@@H](N[C@@H](C1)C)C)OC)C)=O)CC (R)-8-cyclopentyl-2-((4-(5-(((3s,5R)-3,5-dimethylpiperazin-1-yl)methyl)-1,3,4-thiadiazol-2-yl)-2-methoxyphenyl)amino)-7-ethyl-5-methyl-7,8-dihydropteridin-6(5H)-one